7-((2-amino-6-methylphenyl)amino)-3-(2,6-dichloro-3,5-dimethoxyphenyl)-1-(1-methyl-1H-pyrazol-4-yl)-3,4-dihydropyrimido[4,5-d]pyrimidine-2(1H)-thione NC1=C(C(=CC=C1)C)NC1=NC=C2C(=N1)N(C(N(C2)C2=C(C(=CC(=C2Cl)OC)OC)Cl)=S)C=2C=NN(C2)C